C(\C=C\C)(=O)N1CC(CCC1)C=1C=C(C=CC1)NCC1=CC=C(C=C1)NC1=NC=C(C(=N1)NC1=C(C(=O)NC)C=CC=C1)C(F)(F)F (E)-2-((2-((4-(((3-(1-(but-2-enoyl)piperidin-3-yl)phenyl)amino)methyl)phenyl)amino)-5-(trifluoromethyl)pyrimidin-4-yl)amino)-N-methylbenzamide